8-(5-carbamoyl-3-pyridyl)-1-(3,5-dichlorophenyl)-7-methoxy-4,5-dihydrobenzo[g]indazole-3-carboxylic acid C(N)(=O)C=1C=C(C=NC1)C1=CC2=C(CCC=3C(=NN(C23)C2=CC(=CC(=C2)Cl)Cl)C(=O)O)C=C1OC